3-((4,4-bis(((Z)-oct-5-en-1-yl)oxy)butanoyl)oxy)-2-(((4-(((2-(pyrrolidin-1-yl)ethyl)carbamoyl)oxy)decanoyl)oxy)methyl)propyl (2-(hept-6-en-1-yl)non-8-en-1-yl) adipate C(CCCCC(=O)OCC(CCCCCC=C)CCCCCC=C)(=O)OCC(COC(CCC(OCCCC\C=C/CC)OCCCC\C=C/CC)=O)COC(CCC(CCCCCC)OC(NCCN1CCCC1)=O)=O